ethyl 4-amino-7-cyclobutyl-2-oxo-1H-quinoline-3-carboxylate NC1=C(C(NC2=CC(=CC=C12)C1CCC1)=O)C(=O)OCC